2-((5-fluoro-4-methylpyridin-2-yl)methyl)-3-propylnaphthalene-1,4-dione FC=1C(=CC(=NC1)CC=1C(C2=CC=CC=C2C(C1CCC)=O)=O)C